C(C)OC=1C=CC(=NC1)C=1N(C(=NN1)C1CC(C1)NC(=O)C=1N=CN(C1)C)C1=C(C=CC=C1)F N-((1S,3r)-3-(5-(5-ethoxypyridin-2-yl)-4-(2-fluorophenyl)-4H-1,2,4-triazol-3-yl)cyclobutyl)-1-methyl-1H-imidazole-4-carboxamide